6-(2-chloro-3,5-dimethoxyphenyl)-N-(4-(4-cyclopentylpiperazin-1-yl)phenyl)-[1,2,4]triazolo[4',3':1,6]pyrido[2,3-d]pyrimidin-2-amine ClC1=C(C=C(C=C1OC)OC)C1=CC2=C(N=C(N=C2)NC2=CC=C(C=C2)N2CCN(CC2)C2CCCC2)N2C1=NN=C2